C(C)(=O)N(C1=C(C=C(C=C1)C1=CC=C(C=N1)C(=O)NCCC1=CC=NC=C1)Cl)CC1CC1 6-[4-[Acetyl(cyclopropylmethyl)amino]-3-chloro-phenyl]-N-[2-(4-pyridyl)ethyl]pyridine-3-carboxamide